COC(C1=CC=C(C=C1)C12CC(CC(CC1)N2CC2=CC=C(C=C2)OC)OCC)=O 4-(3-ethoxy-8-(4-methoxybenzyl)-8-azabicyclo[3.2.1]oct-1-yl)benzoic acid methyl ester